rel-(S)-N-(1-cyanocyclopropyl)-8-(3-cyclopropylmorpholino)-3-(5-(difluoromethyl)-1,3,4-thiadiazol-2-yl)imidazo[1,5-a]pyridine-6-sulfonamide C(#N)C1(CC1)NS(=O)(=O)C=1C=C(C=2N(C1)C(=NC2)C=2SC(=NN2)C(F)F)N2[C@H](COCC2)C2CC2 |o1:27|